N1N=CC2=C(C=CC=C12)CN1N=CC2=C(C1=O)N(C1=C2SC(=N1)CC=1C=NC=CC1)C 6-((1H-indazol-4-yl)methyl)-4-methyl-2-(pyridin-3-ylmethyl)-4H-thiazolo[5',4':4,5]pyrrolo[2,3-d]pyridazin-5(6H)-one